COC(=O)C1=CN=CC2=CC=C(C=C12)NCC=1C=NC(=CC1)OCC1CCN(CC1)C 6-(((6-((1-methylpiperidin-4-yl)methoxy)pyridin-3-yl)methyl)amino)isoquinoline-4-carboxylic acid methyl ester